4-(1-(3,5-dimethylphenyl)piperidin-4-yl)phenol CC=1C=C(C=C(C1)C)N1CCC(CC1)C1=CC=C(C=C1)O